N1=NC(=CC2=C1C1=C(CCC2)C=CC=C1)N1N=C(N=C1N)NC=1C=CC2=C(CC[C@H](CC2)NCCC(C)C)C1 1-(6,7-dihydro-5H-benzo[6,7]cyclohepta[1,2-c]pyridazin-3-yl)-N3-((7S)-7-(3-methylbutylamino)-6,7,8,9-tetrahydro-5H-benzo[7]annulene-2-yl)-1H-1,2,4-triazole-3,5-diamine